tert-butyl-dimethyl-[2-(6-trimethylstannyl-3-pyridinyl)ethoxy]silane C(C)(C)(C)[Si](OCCC=1C=NC(=CC1)[Sn](C)(C)C)(C)C